CC(CC(C)(C)C)(C)OOC(CC(C)(C)C)(C)C 1,1,3,3-tetramethylbutyl peroxide